NC1=CC(=NC(=C1)CO)CO (4-aminopyridine-2,6-diyl)dimethanol